ClC1=C(C2=C(NC(O[C@@]23CN(CCC3)C(=O)C3=NN=C(N3)C(CC)C=3C=C2COCC2=CC3)=O)C=C1)F (4R)-6-chloro-1'-(5-(1-(1,3-dihydroisobenzofuran-5-yl)propyl)-4H-1,2,4-triazole-3-carbonyl)-5-fluorospiro[benzo[d][1,3]oxazine-4,3'-piperidin]-2(1H)-one